C(C)(=O)NC=1C=C(NC2=CC=CC(=N2)S(=O)(=O)NC(=O)C=2C(=NC=CC2)N2C(CC(C2)C)(C)C)C=CC1 N-[[6-(3-Acetamidoanilino)-2-pyridyl]sulfonyl]-2-(2,2,4-trimethylpyrrolidin-1-yl)pyridin-3-carboxamid